Methyl 3-((5-(trifluoromethyl)pyrimidin-2-yl)amino)cyclobutane-1-carboxylate FC(C=1C=NC(=NC1)NC1CC(C1)C(=O)OC)(F)F